ClCCOCC(C)O 1-(2-chloroethoxy)propan-2-ol